CN1N=C(C(=C1)CC(=O)O)C 2-(1,3-dimethyl-1H-pyrazol-4-yl)acetic acid